N-(4-(3-amino-7-(1-(1-(oxetan-3-yl)piperidin-4-yl)-1H-imidazol-4-yl)-1H-pyrazolo[4,3-c]pyridin-4-yl)benzyl)-5-fluoro-2-methoxybenzamide NC1=NNC2=C1C(=NC=C2C=2N=CN(C2)C2CCN(CC2)C2COC2)C2=CC=C(CNC(C1=C(C=CC(=C1)F)OC)=O)C=C2